C(#N)C1=C2CN(CC2=CC=C1)C=1N=C2N(C(C1)=O)C=C(C=C2C(C)NC2=C(C(=O)O)C=CC=C2)C 2-((1-(2-(4-cyanoisoindolin-2-yl)-7-methyl-4-oxo-4H-pyrido[1,2-a]pyrimidin-9-yl)ethyl)amino)benzoic acid